CC=1C=C(C=CC1C)C1C(NC2=CC(=CC=C12)F)=O 3-(3,4-DIMETHYLPHENYL)-6-fluoroindolin-2-one